2-(trifluoromethyl)pyrazolo[1,5-a]pyrimidine FC(C1=NN2C(N=CC=C2)=C1)(F)F